C(C)(C)(C)C=1N=C(C(C2=C(N1)C=CC=C2)=C(C)C)C2=C(C=CC=C2)C 2-(tert-Butyl)-5-(propan-2-ylidene)-4-(o-tolyl)-5H-benzo[d][1,3]diazepine